tert-butyl 4-[1-[3-[4-isopropyl-2-[6-methyl-7-oxo-1-(p-tolylsulfonyl)pyrrolo[2,3-c]pyridin-4-yl]phenoxy]phenyl]azetidin-3-yl]piperazine-1-carboxylate C(C)(C)C1=CC(=C(OC=2C=C(C=CC2)N2CC(C2)N2CCN(CC2)C(=O)OC(C)(C)C)C=C1)C=1C2=C(C(N(C1)C)=O)N(C=C2)S(=O)(=O)C2=CC=C(C=C2)C